Butyl (3-(3,5-dimethylphenyl)-3-hydroxycyclobutyl)(methyl)carbamate CC=1C=C(C=C(C1)C)C1(CC(C1)N(C(OCCCC)=O)C)O